(S)-7-((4-(benzyloxy)benzoyl)glycyl)-1,4-dioxa-7-azaspiro[4.4]nonane-8-carboxylic acid C(C1=CC=CC=C1)OC1=CC=C(C(=O)NCC(=O)N2CC3(OCCO3)C[C@H]2C(=O)O)C=C1